The molecule is a member of the class of 7-hydroxyisoflavones that is 3-phenyl-4H-chromen-4-one which is substituted by a hydroxy group at position 7 and chloro groups at positions 2' and 4'. It is a SIRT1 activator. It is a member of 7-hydroxyisoflavones and a dichlorobenzene. C1=CC2=C(C=C1O)OC=C(C2=O)C3=C(C=C(C=C3)Cl)Cl